NC1=C(C([C@H](C(=N1)N1CCC2(CC1)C(C1=CC=CC=C1C2)N)C)=O)C#CCC2=C(C(=NC=C2)N)Cl (S)-6-amino-2-(1-amino-1,3-dihydro-spiro[inden-2,4'-piperidin]-1'-yl)-5-(3-(2-amino-3-chloropyridin-4-yl)prop-1-yn-1-yl)-3-methylpyridin-4(3H)-one